isononyl-sulfonic acid C(CCCCCC(C)C)S(=O)(=O)O